BrC1=CC=2C3=C(N=NC2C=C1F)NC(N3C(C)C)=O 8-bromo-7-fluoro-1-isopropyl-1H-imidazo[4,5-c]cinnolin-2(3H)-one